1,6-dimethylpyridin-2(1H)-one CN1C(C=CC=C1C)=O